N[C@@H]1CN(C[C@H]1O)C(=O)OC(C)(C)C tert-butyl (3R,4R)-3-amino-4-hydroxy-pyrrolidine-1-carboxylate